FC=1C=C(C=CC1)C1=CC(=CC=C1)CO (3'-fluoro-[1,1'-biphenyl]-3-yl)methanol